(3S,4S)-1-cyanomethyl-4-{[5-(2,4-difluoro-phenyl)-isoxazole-3-carbonyl]-amino}-piperidine-3-carboxylic acid C(#N)CN1C[C@@H]([C@H](CC1)NC(=O)C1=NOC(=C1)C1=C(C=C(C=C1)F)F)C(=O)O